(R)-N-(4-fluoro-3-(2-methylmorpholino)phenyl)-6-((1-hydroxy-2-methylpropan-2-yl)amino)-2-(6-azaspiro[2.5]oct-6-yl)nicotinamide FC1=C(C=C(C=C1)NC(C1=C(N=C(C=C1)NC(CO)(C)C)N1CCC2(CC2)CC1)=O)N1C[C@H](OCC1)C